1,2,4-trifluorotoluene FC1(C)C(C=C(C=C1)F)F